(1S,2R,4aS,6aS,6bR,8aR,14aR,14bR,16bS)-1,2,6a,6b,9,9,12,14a-octamethyl-1,2,3,4,4a,5,6,6a,6b,7,8,8a,9,14,14a,14b,15,16b-octadecahydrochryseno[1,2-g]quinoline-4a-carboxylic acid C[C@H]1[C@@H](CC[C@@]2(CC[C@]3([C@@]4(CC[C@@H]5[C@](CC=6C=C(C=NC6C5(C)C)C)([C@H]4CC=C3[C@H]12)C)C)C)C(=O)O)C